C1(CCC1)OC1=CC=C2C(NN=C(C2=C1)CC=1C=CC(=C(C(=O)N2CCN(CC2)C2=NC=C(C#N)C=C2C(F)(F)F)C1)F)=O 6-(4-(5-((7-cyclobutoxy-4-oxo-3,4-dihydrophthalazin-1-yl)methyl)-2-fluorobenzoyl)piperazin-1-yl)-5-(trifluoromethyl)nicotinonitrile